COC=1C(=CC2=C(OCCO2)C1)CNC(=O)C1=C(OC=2N=CN=C(C21)NC2(CC2)C)C N-[(7-methoxy-2,3-dihydro-1,4-benzodioxin-6-yl)methyl]-6-methyl-4-[(1-methylcyclopropyl)amino]furo[2,3-d]pyrimidine-5-carboxamide